FC1=CC=C(C=C1)[C@H](C)NC=O (S)-N-(1-(4-fluorophenyl)ethyl)carboxamide